1-(6-(trifluoromethyl)pyridin-2-yl)ethan-1-one FC(C1=CC=CC(=N1)C(C)=O)(F)F